FC=1C(=NC=CC1C1=C2C(=NC=C1)C=C(O2)C2=CC=C(C=C2)S(=O)(=O)C)C(C)(C)OC2OCCCC2 7-(3-fluoro-2-(2-((tetrahydro-2H-pyran-2-yl)oxy)propan-2-yl)pyridin-4-yl)-2-(4-(methylsulfonyl)phenyl)furo[3,2-b]pyridine